CON(C(=O)C=1C=NN(C1)CC1=CC=C(C=C1)C1=NOC(=N1)C(F)(F)F)C N-methoxy-N-methyl-1-[[4-[5-(trifluoromethyl)-1,2,4-oxadiazol-3-yl]phenyl]methyl]pyrazole-4-carboxamide